[4-(phenanthren-9-yl)phenyl][1,1'-biphenyl]-4-amine C1=CC=CC=2C3=CC=CC=C3C(=CC12)C1=CC=C(C=C1)C1=C(C=CC(=C1)N)C1=CC=CC=C1